C(C1=CC=CC=C1)=C1OC(C2=CC=C(C=C12)F)=O 3-benzylidene-5-fluoroisobenzofuran-1(3H)-one